C(C)(C)(C)OC(=O)N1[C@@H](C[C@H](C1)O)C=1NC(=CN1)CC1=CC=C(C=C1)C(F)(F)F (2S,4R)-4-hydroxy-2-[5-[[4-(trifluoromethyl)phenyl]methyl]-1H-imidazol-2-yl]pyrrolidine-1-carboxylic acid tert-butyl ester